1-(3-(1-(4-fluorophenyl)-6-methyl-1H-indazol-5-yl)-3-(4-(trifluoromethyl)benzyl)pyrrolidin-1-yl)ethan-1-one FC1=CC=C(C=C1)N1N=CC2=CC(=C(C=C12)C)C1(CN(CC1)C(C)=O)CC1=CC=C(C=C1)C(F)(F)F